(S)-1-(2-(dimethylamino)-2-oxoethyl)-3-(trifluoromethyl)-N-(1-(3-(2-(trifluoromethyl)pyridin-4-yl)-1,2,4-oxadiazol-5-yl)ethyl)-1H-pyrazole-5-carboxamide CN(C(CN1N=C(C=C1C(=O)N[C@@H](C)C1=NC(=NO1)C1=CC(=NC=C1)C(F)(F)F)C(F)(F)F)=O)C